CC=1C(=NC(=NC1)NC1=CC=C(C=C1)C(C)N1CCOCC1)NC=1C=CC2=C(NC(O2)=O)C1 5-(5-methyl-2-(4-(1-morpholinoethyl)phenylamino)pyrimidin-4-ylamino)benzo[d]oxazol-2(3H)-one